1-(3-methoxypropoxy)propan-1-ol COCCCOC(CC)O